ClC1=CC=C(C(=N1)F)C1CC(CO1)C=O 5-(6-chloro-2-fluoro-3-pyridyl)tetrahydrofuran-3-carbaldehyde